(E)-6-amino-5-(((3-fluoropyridin-4-yl)methylene)amino)-2-mercaptopyrimidin-4-ol NC1=C(C(=NC(=N1)S)O)/N=C/C1=C(C=NC=C1)F